2-(7-(5-hydroxypentyl)-2,7-diazaspiro[4.4]nonan-2-yl)propane-1,3-diyl bis(2-heptylnonanoate) C(CCCCCC)C(C(=O)OCC(COC(C(CCCCCCC)CCCCCCC)=O)N1CC2(CC1)CN(CC2)CCCCCO)CCCCCCC